C1(=CC=CC=C1)P(C(C=1SC=CC1)C=1N(C2=CC=CC=C2C1C1=CC=CC=C1)S(=O)(=O)C1=CC=C(C)C=C1)(C1=CC=CC=C1)=O Diphenyl-((3-phenyl-1-p-toluenesulfonyl-1H-indolyl)(thienyl)methyl)phosphine oxide